ClC=1C=NC=C(C1[C@@H](C)OC=1C=C2C(=NNC2=CC1)C1=NC2=C(N1)CN(C2)C(=O)N(C)C)Cl (R)-2-(5-(1-(3,5-dichloropyridin-4-yl)ethoxy)-1H-indazol-3-yl)-N,N-dimethyl-4,6-dihydropyrrolo[3,4-d]imidazole-5(1H)-carboxamide